NC1=CC=C(C=N1)N1CC(C(CC1)N(C(OC(C)(C)C)=O)C)(F)F tert-butyl (1-(6-aminopyridin-3-yl)-3,3-difluoropiperidin-4-yl)(methyl)carbamate